OC1=C(C=C2CCN=CC2=C1)OC 7-hydroxy-6-methoxy-3,4-dihydroisoquinoline